CC=1NC2=CC=CC=C2C1C=1N=CSC1 4-(2-methyl-1H-indol-3-yl)thiazole